CC1=C(C=C(C=C1)[C@]1(O)[C@H](O)[C@@H](O)[C@H](O)[C@H](O1)CO)CC1=CC=C(C=C1)O[C@H]1COCC1 1-methyl-2-[4-((R)-tetrahydrofuran-3-yloxy)-benzyl]-4-(β-D-glucopyranos-1-yl)-benzene